ClC=1C=CC(=C(C1)[C@]1(C(NC2=CC=C(C=C12)Br)=O)O)OC |r| (±)-3-(5-chloro-2-methoxyphenyl)-1,3-dihydro-3-hydroxy-5-bromo-2H-indol-2-one